tert-butyl (3aS,4R,6aR)-4-formyl-2,2-dimethyltetrahydro-5H-[1,3]dioxolo[4,5-c]pyrrole-5-carboxylate C(=O)[C@H]1[C@H]2[C@@H](CN1C(=O)OC(C)(C)C)OC(O2)(C)C